(4-tert-butyl-3-methoxy-phenyl)acetic acid C(C)(C)(C)C1=C(C=C(C=C1)CC(=O)O)OC